CN(S(=O)(=O)N1C=NC(=C1)C1=CN=NN1C)C N,N-dimethyl-4-(1-methyl-1H-1,2,3-triazol-5-yl)-1H-imidazole-1-sulfonamide